C1(CC1)CS(=O)(=O)NCC(C1=CC=C(C=C1)C1=NOC(=N1)C(F)(F)F)=O 1-cyclopropyl-N-(2-oxo-2-(4-(5-(trifluoromethyl)-1,2,4-oxadiazol-3-yl)phenyl)ethyl)methanesulfonamide